FC([C@@H](OC1=NC=CC=C1C(=O)N)C)(F)F (1S)-2,2,2-trifluoro-1-methyl-ethoxylpyridine-3-carboxamide